methacrylic acid anhydride sodium [Na].C(C(=C)C)(=O)OC(C(=C)C)=O